Methyl (R)-(6-((2-(3-cyanopyrrolo[1,2-b]pyridazin-7-yl)-5-((2-fluoro-3-hydroxy-3-methylbutyl)carbamoyl)pyridin-4-yl)amino)spiro[3.3]heptan-2-yl)carbamate C(#N)C1=CC=2N(N=C1)C(=CC2)C2=NC=C(C(=C2)NC2CC1(CC(C1)NC(OC)=O)C2)C(NC[C@H](C(C)(C)O)F)=O